5-octylsulfonyloxy-imino-5H-thiophen-2-ylidene-(2-methylphenyl)acetonitrile C(CCCCCCC)S(=O)(=O)OC1C=CC(S1=N)=C(C#N)C1=C(C=CC=C1)C